5-chloro-4-(5-(difluoromethyl)indolin-1-yl)pyrimidin ClC=1C(=NC=NC1)N1CCC2=CC(=CC=C12)C(F)F